(2S)-2-amino-5-(2-amino-1H-imidazol-1-yl)-N-[(3R)-1-[4-(4-{3-cyano-9-ethyl-5,6,6-trimethyl-11-oxo-5H,6H,11H-benzo[b]carbazol-8-yl}piperazin-1-yl)-4-oxobutyl]pyrrolidin-3-yl]pentanamide N[C@H](C(=O)N[C@H]1CN(CC1)CCCC(=O)N1CCN(CC1)C=1C(=CC2=C(C(C=3N(C4=CC(=CC=C4C3C2=O)C#N)C)(C)C)C1)CC)CCCN1C(=NC=C1)N